BrC=1C=C2CCC3(CNC(C3)=O)C2=CC1 5-Bromo-2,3-dihydrospiro[indene-1,3'-pyrrolidine]-5'-one